(S)-(+)-2-Amino-1-hexanol CCCC[C@@H](CO)N